N1C(=CC=C1)CCCCCCCC(=O)O 8-(1H-pyrrole-2-yl)octanoic acid